bis(2,2-difluoroethyl)carbonate FC(COC(OCC(F)F)=O)F